4-ISOCYANO-3-NITROBENZOTRIFLUORIDE [N+](#[C-])C1=C(C=C(C=C1)C(F)(F)F)[N+](=O)[O-]